C(C)(C)(C)OC(=O)N1C2(CC2)CC(CC1)NC1=NC=C(N=C1)C(=O)OC 7-[(5-Methoxycarbonylpyrazin-2-yl)amino]-4-azaspiro[2.5]octane-4-carboxylic acid tert-butyl ester